1,18-bis(9-acridinyl)octadecane C1=CC=CC2=NC3=CC=CC=C3C(=C12)CCCCCCCCCCCCCCCCCCC=1C2=CC=CC=C2N=C2C=CC=CC12